O1C(COCC1)CN(C1CCC(CC1)N(C1=CC(N(C=2C=CC(=NC12)C#N)C)=O)C)C1=CC2=C(OCO2)C=C1 8-((4-(((1,4-dioxan-2-yl)methyl)(benzo[d][1,3]dioxol-5-yl)amino)cyclohexyl)(methyl)amino)-5-methyl-6-oxo-5,6-dihydro-1,5-naphthyridine-2-carbonitrile